C(C)(=O)OCCC(CCCCCCCCCCCCCCC)=O 3-oxo-octadecanyl acetate